ethylfuraneol CCC1=C(OC=C1)O